tert-butyl N-[1-(4-ethynylphenyl)cyclopropyl]carbamate C(#C)C1=CC=C(C=C1)C1(CC1)NC(OC(C)(C)C)=O